1-cyclobutyl-5-[3-(2-methylphenyl)-1,2,4-oxadiazol-5-yl]-1H-1,2,3-benzotriazole C1(CCC1)N1N=NC2=C1C=CC(=C2)C2=NC(=NO2)C2=C(C=CC=C2)C